C(C)N1CCC(CC1)C=1SC2=C(N1)C=CC(=C2)C(=O)NC2CCOCC2 2-(1-ethylpiperidin-4-yl)-N-(tetrahydro-2H-pyran-4-yl)benzo-[d]thiazole-6-carboxamide